bis-methylol-phosphine oxide C(O)P(CO)=O